tert-Butyl 3-[2'-(4,5-dimethyl-1H-imidazol-2-yl)-3,4'-bipyridin-5-yl]-2,5-dihydro-1H-pyrrole-1-carboxylate CC=1N=C(NC1C)C1=NC=CC(=C1)C=1C=NC=C(C1)C=1CN(CC1)C(=O)OC(C)(C)C